ethyl (3-benzoyl-2,4,6-trimethylbenzoyl)(phenyl)phosphinate C(C1=CC=CC=C1)(=O)C=1C(=C(C(=O)P(OCC)(=O)C2=CC=CC=C2)C(=CC1C)C)C